(2,4-cyclopentadien-1-yl)((1-methylethyl)benzene) iron (II) tetrakis(pentafluorophenyl)borate FC1=C(C(=C(C(=C1[B-](C1=C(C(=C(C(=C1F)F)F)F)F)(C1=C(C(=C(C(=C1F)F)F)F)F)C1=C(C(=C(C(=C1F)F)F)F)F)F)F)F)F.[Fe+2].C1(C=CC=C1)C1=C(C=CC=C1)C(C)C.FC1=C(C(=C(C(=C1[B-](C1=C(C(=C(C(=C1F)F)F)F)F)(C1=C(C(=C(C(=C1F)F)F)F)F)C1=C(C(=C(C(=C1F)F)F)F)F)F)F)F)F